N-(2-methoxy-4-nitrophenyl)-3-fluorobenzamide COC1=C(C=CC(=C1)[N+](=O)[O-])NC(C1=CC(=CC=C1)F)=O